N-(4-(6-chloropyridazin-4-yl)phenyl)piperidin-4-amine hydrochloride Cl.ClC1=CC(=CN=N1)C1=CC=C(C=C1)NC1CCNCC1